N-(5-((5-Cyano-4-(1-methyl-1H-indol-3-yl)pyrimidin-2-yl)amino)-2-((2-(dimethylamino)ethyl)(methyl)amino)-6-methoxypyridin-3-yl)acrylamide C(#N)C=1C(=NC(=NC1)NC=1C=C(C(=NC1OC)N(C)CCN(C)C)NC(C=C)=O)C1=CN(C2=CC=CC=C12)C